1-(1,3,4-thiadiazol-2-yl)-5,6-dihydropyrrolo[2,1-a]isoquinoline-9-carboxamide S1C(=NN=C1)C=1C=CN2C1C1=CC(=CC=C1CC2)C(=O)N